CC1=CC=C(C=C1)S(=O)(=O)NC(=O)[O-] p-toluenesulfonyl-1-aminoformate